diethyl (E)-2-methylbut-2-endioate C/C(/C(=O)OCC)=C\C(=O)OCC